5-(3-(trifluoromethoxy)phenyl)-N-(3-(2-(4-methylpiperazin-1-yl)propyl)-1,2,4-thiadiazole-5-yl)furan-3-carboxamide FC(OC=1C=C(C=CC1)C1=CC(=CO1)C(=O)NC1=NC(=NS1)CC(C)N1CCN(CC1)C)(F)F